FC(OC1=CC=C(COC=2C=C(C=NC2)N2[C@H](CCC2)COCC(=O)O)C=C1)(F)F {[(2R)-1-(5-{[4-(trifluoromethoxy)benzyl]oxy}pyridin-3-yl)pyrrolidin-2-yl]methoxy}acetic Acid